ClC=1C(=C2C=NNC2=C(C1F)N1CC(C1)(C)C)C=1N=CC=2N(C1)C=C(N2)NC(=O)[C@H]2[C@H](C2)F (1S,2S)-N-(6-(5-chloro-7-(3,3-dimethylazetidin-1-yl)-6-fluoro-1H-indazol-4-yl)imidazo[1,2-a]pyrazin-2-yl)-2-fluorocyclopropane-1-carboxamide